1-(difluoromethyl)-2-ethynyl-4,5-difluorobenzene FC(C1=C(C=C(C(=C1)F)F)C#C)F